CS(=O)(=O)[O-].C(CCC)N1C=[N+](C=C1)C 1-butyl-3-methylimidazolium methansulfonate